OCC1=C(C=C(C=O)C=C1)C 4-(hydroxymethyl)-3-methyl-benzaldehyde